C(CCCCCCC\C=C/CCCCCCCC)C(C(=O)OCC)C(=O)OCC diethyl (Z)-2-(octadec-9-en-1-yl)malonate